ClC=1C=NC(=C(C(=O)NC2CCC(CC2)CN2C(C(C3=CC=CC=C23)(O)C=2SC=C(C2)F)=O)C1)C(F)F 5-chloro-2-(difluoromethyl)-N-((1r,4r)-4-((3-(4-fluorothiophen-2-yl)-3-hydroxy-2-oxoindolin-1-yl)methyl)cyclohexyl)nicotinamide